[Na+].ClCC(CS(=O)(=O)[O-])O 3-chloro-2-hydroxypropane-1-sulfonic acid sodium salt